ClC1=C(C=NN1C1(CC1)C(=O)N1[C@@H](CCC1)C(=O)N[C@H](C#C)CC(=O)N)C1CC1 (2S)-1-[1-(5-Chloro-4-cyclopropyl-pyrazol-1-yl)cyclopropanecarbonyl]-N-[(1S)-1-(2-amino-2-oxo-ethyl)prop-2-ynyl]pyrrolidine-2-carboxamide